CC=1C=C(C=CC1)C(C)NC(C1=CC=CC=C1)=O N-(1-(m-methylphenyl)ethyl)benzamide